5-(furan-3-yl)-N-(4-(4-methylpiperazin-1-yl)phenyl)-4-(3-phenylisoxazolidin-2-yl)pyrimidine-2-amine O1C=C(C=C1)C=1C(=NC(=NC1)NC1=CC=C(C=C1)N1CCN(CC1)C)N1OCCC1C1=CC=CC=C1